C1(CC1)C1=C(C(=NO1)C=1C=NC(=CC1)C)COC1=CC=C(N=N1)C(=O)NC1CC2(COC2)C1 6-((5-Cyclopropyl-3-(6-methylpyridin-3-yl)isoxazol-4-yl)methoxy)-N-(2-oxaspiro[3.3]heptan-6-yl)pyridazin-3-carboxamid